(phenyl)(phenylpyridyl)(phenyl)[(phenyl)(phenylpyridyl)triazinylpyridyl]dibenzothiophene C1(=CC=CC=C1)C1=C(C(=C(C2=C1SC1=C2C=CC=C1)C1=NC=C(C(=C1C1=NN=NC=C1)C1=NC=CC=C1C1=CC=CC=C1)C1=CC=CC=C1)C1=CC=CC=C1)C1=NC=CC=C1C1=CC=CC=C1